3-(2-fluoro-7-methyl-5-oxo-7H-pyrrolo[3,4-b]pyridin-6-yl)piperidine-2,6-dione FC1=CC=C2C(=N1)C(N(C2=O)C2C(NC(CC2)=O)=O)C